3-chloro-2-hydroxypropyl-lauryldimethylammonium chloride [Cl-].ClCC(C[N+](C)(C)CCCCCCCCCCCC)O